C(C)N(CC(=O)O)C(C1=C(C=C(C=C1)C(\C=C(\C(F)(F)F)/C1=CC(=CC(=C1)Cl)Cl)=O)C)=O.C(=C)(C)O[SiH3] isopropenoxysilane ethyl-(E)-(4-(3-(3,5-dichlorophenyl)-4,4,4-trifluorobut-2-enoyl)-2-methylbenzoyl)glycinate